C(C)OC(C(F)(F)F)(C(F)(F)F)[C@]1(CN(CC1)C(C)(C)C=1C=CC(=NC1)C)CCC=1SC=CC1 |o1:12| (R or S)-5-(2-(3-(2-ethoxy-1,1,1,3,3,3-hexafluoropropan-2-yl)-3-(2-(thiophen-2-yl)ethyl)pyrrolidin-1-yl)propan-2-yl)-2-methylpyridine